ClC1=CC(=C(COC2=NC=3CN(CCC3C=C2C)C(=O)OC(C)(C)C)C=C1)F tert-butyl 2-((4-chloro-2-fluorobenzyl) oxy)-3-methyl-5,8-dihydro-1,7-naphthyridine-7(6H)-carboxylate